(S)-7-bromo-N-(8,9-difluoro-6-oxo-1,4,5,6-tetrahydro-2H-pyrano[3,4-c]isoquinolin-1-yl)-N-methylfuro[3,2-c]pyridine-2-carboxamide BrC=1C2=C(C=NC1)C=C(O2)C(=O)N(C)[C@@H]2COCC=1NC(C=3C=C(C(=CC3C12)F)F)=O